CC(CSC)(C)N1N=CC2=C(C=CC=C12)NC(OC(C)(C)C)=O tert-butyl (1-(2-methyl-1-(methylthio)propan-2-yl)-1H-indazol-4-yl)carbamate